4-((2-(3-acrylamidophenyl)-6-(5-methylthiazol-2-ylamino)pyridin-4-yl)methyl)-N-methylpiperazine-1-carboxamide C(C=C)(=O)NC=1C=C(C=CC1)C1=NC(=CC(=C1)CN1CCN(CC1)C(=O)NC)NC=1SC(=CN1)C